C(=C)C1(C(C=CC=C1C(C)(C)C)C(C)(C)C)OC(=O)C para-vinyl-4-acetoxyl-3,5-di-tert-butylbenzene